3,5-dimethylpyrazolate CC1=CC(N=N1)(C)C(=O)O